NN1C([C@@H](N=C(C2=C1C=CC(=C2Cl)C(F)(F)F)C2=NC=CC=C2F)C)=O (3S)-1-amino-6-chloro-5-(3-fluoro-2-pyridyl)-3-methyl-7-(trifluoromethyl)-3H-1,4-benzodiazepin-2-one